ferrocene compound with tertiary butyl-phosphine C(C)(C)(C)P.[CH-]1C=CC=C1.[CH-]1C=CC=C1.[Fe+2]